1-8-tricyclo[5.2.1.02,6]dec-3-enyl acetate C(C)(=O)OC1C2C3CC=CC3C(C1)C2